FC1=CC(=C(C=C1)C(C)N1N=CC(=C1)[N+](=O)[O-])C(F)(F)F 1-(1-(4-fluoro-2-(trifluoromethyl)phenyl)ethyl)-4-nitro-1H-pyrazole